3,4-difluorobenzyl (1-hydroxy-1,3-dihydrobenzo[c][1,2]oxaborole-6-carbonyl)-L-valinate OB1OCC2=C1C=C(C=C2)C(=O)N[C@@H](C(C)C)C(=O)OCC2=CC(=C(C=C2)F)F